O1-tert-butyl O2-methyl (2S)-5-morpholinopiperidine-1,2-dicarboxylate O1CCN(CC1)C1CC[C@H](N(C1)C(=O)OC(C)(C)C)C(=O)OC